boc-D-leucine C(=O)(OC(C)(C)C)N[C@H](CC(C)C)C(=O)O